N-(1-(2,2-difluoroethyl)-3-methoxy-1H-pyrazol-4-yl)-4-(tributylstannyl)pyrimidin-2-amine FC(CN1N=C(C(=C1)NC1=NC=CC(=N1)[Sn](CCCC)(CCCC)CCCC)OC)F